4-methyl-N-phenylbenzamide CC1=CC=C(C=C1)C(=O)NC2=CC=CC=C2